COC1=C(CC(N)C)C=C(C(=C1)CCF)OC 2,5-Dimethoxy-4-fluoroethylamphetamine